1-chloro-3,3-dimethyl-butan ClCCC(C)(C)C